NC=1SC2=C(N1)C(=CC=C2)C2=C(C=C1C(=NC(=NC1=C2F)N2C1N(C=C2)C2(CNC2)CC1O)N1CCNCC1)Cl 1-[7-(2-amino-1,3-benzothiazol-4-yl)-6-chloro-8-fluoro-4-piperazin-1-yl-quinazolin-2-yl]spiro[6,7-dihydropyrrolo[1,2-a]imidazole-5,3'-azetidine]-7-ol